C(#N)C=1C=C(COC2=C(C=C(C=C2)NC2=C(C=3N=C(C=NC3C=C2)N(C)C)C#N)OC)C=CC1OC 6-((4-((3-cyano-4-methoxybenzyl)oxy)-3-methoxyphenyl)amino)-3-(dimethylamino)quinoxaline-5-carbonitrile